8-chloro-2,2,7-trimethyl-3H-1,3-benzothiazin-4-one ClC1=C(C=CC=2C(NC(SC21)(C)C)=O)C